Din-butylether C(CCC)OCCCC